racemic-ethyl 6-{4-[2-(1,2-oxazol-3-yl)pyrrolidin-1-yl]piperidin-1-yl}-2-azaspiro[3.3]heptane-2-carboxylate O1N=C(C=C1)[C@@H]1N(CCC1)C1CCN(CC1)C1CC2(CN(C2)C(=O)OCC)C1 |r|